C(CCCCCCCCCCCCCCCCC)(=O)CN(C)OS(=O)(=O)[O-] octadecanoyl-dimethylamino-hydroxy-sulfonate